(S)-7-bromoisochroman-4-amine hydrochloride Cl.BrC1=CC=C2[C@@H](COCC2=C1)N